C(C)(C)(C)OC1=NC=C(C(=N1)OC(C)(C)C)C=1C=C(C=2N(N1)C=CN2)N(CC(F)(F)F)CC2=CC=C(C=C2)OC 6-(2,4-di-tert-butoxypyrimidin-5-yl)-N-(4-methoxybenzyl)-N-(2,2,2-trifluoroethyl)imidazo[1,2-b]pyridazin-8-amine